FC1CCC(CC1)SC1=CC=CC=C1 phenyl (4-fluorocyclohexyl) sulfide